(5-fluoro-6-(oxazol-4-ylmethoxy)-1H-indol-2-yl)methanamine FC=1C=C2C=C(NC2=CC1OCC=1N=COC1)CN